C(C)(C)OC=1C=CC(=C(NC=2C=CC(=NC2)NC(OC(C)(C)C)=O)C1)[N+](=O)[O-] tert-butyl N-[5-(5-isopropoxy-2-nitro-anilino)-2-pyridyl]carbamate